C(CCCCC)[N+](CCCCCC)(CCCCCC)CCCCCC N,N,N,N-tetrahexylammonium